6-(2-Fluoro-3-methylphenyl)-1-(2-oxo-2-(3-(trifluoromethyl)azetidin-1-yl)ethyl)-1H-imidazo[4,5-b]pyridin-2(3H)-one FC1=C(C=CC=C1C)C=1C=C2C(=NC1)NC(N2CC(N2CC(C2)C(F)(F)F)=O)=O